O[C@@H]1[C@@H](C2=CC=CC=C2C1)NC(=O)C1=CC2=C(N=C(S2)C=2C=NC=C(C2)C)C=C1 N-((1R,2S)-2-hydroxy-2,3-dihydro-1H-inden-1-yl)-2-(5-methylpyridin-3-yl)-benzo[d]thiazole-6-carboxamide